N-(3-chloro-4-(pyridin-2-ylmethoxy)phenyl)benzamide ClC=1C=C(C=CC1OCC1=NC=CC=C1)NC(C1=CC=CC=C1)=O